potassium-zinc-tin [Sn].[Zn].[K]